C(#N)C=1C=C(C=CC1F)NC(=O)N1CC=2C(=NN3C2S(CCC(C3)O)(=O)=O)CC1 N-(3-cyano-4-fluorophenyl)-4-hydroxy-2,3,4,5,8,9-hexahydropyrido[4',3':3,4]pyrazolo[5,1-b][1,3]thiazepine-10(11H)-carboxamide 1,1-dioxide